2,2-bis(4-hydroxyphenyl)-1,1-dichloroethylene OC1=CC=C(C=C1)C(=C(Cl)Cl)C1=CC=C(C=C1)O